N=1N=CN(C1)CC(=O)C1=CC=CC=C1 1,2,4-triazole-4-acetophenone